tert-Butyl 4-(7-(8-ethynyl-7-fluoro-3-(methoxymethoxy)naphthalen-1-yl)-8-fluoro-2-(((2R,7aS)-2-fluorotetrahydro-1H-pyrrolizin-7a(5H)-yl)methoxy)quinazolin-4-yl)piperazine-1-carboxylate C(#C)C=1C(=CC=C2C=C(C=C(C12)C1=CC=C2C(=NC(=NC2=C1F)OC[C@]12CCCN2C[C@@H](C1)F)N1CCN(CC1)C(=O)OC(C)(C)C)OCOC)F